1-decyl-3-methylimidazole bis(trifluoromethylsulfonyl)imide salt [N-](S(=O)(=O)C(F)(F)F)S(=O)(=O)C(F)(F)F.C(CCCCCCCCC)N1CN(C=C1)C